2-(p-fluoroanilino)-2-oxoacetic acid FC1=CC=C(NC(C(=O)O)=O)C=C1